1-(galloyloxy)dodecane-4-one C(C1=CC(O)=C(O)C(O)=C1)(=O)OCCCC(CCCCCCCC)=O